2-(1H-pyrazol-4-yl)-6-(trifluoromethyl)piperazine N1N=CC(=C1)C1NC(CNC1)C(F)(F)F